NNC(=S)O[C@@H]1CN(CC1)C(=O)OC(C)(C)C tert-butyl (3S)-3-[(aminocarbamothioyl)oxy]pyrrolidine-1-carboxylate